CC(C)(C)[Si](OC1=C(C=CC(=C1)C#C)OC)(C)C 2-{[(1,1-dimethylethyl)dimethylsilyl]oxy}-4-ethynyl-1-methoxybenzene